3-((2-((4-(1-(4-((9-cyclopentyl-8-(phenylamino)-9H-purin-2-yl)amino)phenyl)piperidin-4-yl)piperazin-1-yl)methyl)phenyl)amino)piperidine-2,6-dione C1(CCCC1)N1C2=NC(=NC=C2N=C1NC1=CC=CC=C1)NC1=CC=C(C=C1)N1CCC(CC1)N1CCN(CC1)CC1=C(C=CC=C1)NC1C(NC(CC1)=O)=O